(3R,6S)-methyl 6-(4-aminobutyl)-3,8-bis(cyclohexylmethyl)-4,7-dioxohexahydropyrazino[2,1-c][1,2,4]oxadiazine-1(6H)-carboxylate NCCCC[C@H]1C(N(CC2N(O[C@@H](C(N21)=O)CC2CCCCC2)C(=O)OC)CC2CCCCC2)=O